FC1=C(C=C(C=C1)C)N1C(SCC1=O)=N 3-(2-fluoro-5-methylphenyl)-2-iminothiazolidin-4-one